(R)-4-((3S,5S,8R,9S,10S,13R,14S,17R)-3-hydroxy-10,13-dimethylhexadecahydro-1H-cyclopenta[a]phenanthren-17-yl)-1-(4-hydroxypiperidin-1-yl)pentan-1-one O[C@H]1CC[C@@]2([C@H]3CC[C@@]4([C@H](CC[C@H]4[C@@H]3CC[C@H]2C1)[C@@H](CCC(=O)N1CCC(CC1)O)C)C)C